C(C)(C)(C)C1N(CC1(OC1=C(C(=C(C(=C1[2H])[2H])[2H])[2H])[2H])C1=CC=C(C=C1)F)C(=O)O.OC1=CC=C(C=C1)C(C)C=1C(NC(NC1)=O)=O 5-(4-hydroxyphenyl-2-ethyl)uracil tert-Butyl-3-(4-fluorophenyl)-3-[(2H5)phenyloxy]azetidine-1-carboxylate